tert-butyl (2S,4R)-4-((6-methoxypyrimidin-4-yl)oxy)-2-methylpyrrolidine-1-carboxylate COC1=CC(=NC=N1)O[C@@H]1C[C@@H](N(C1)C(=O)OC(C)(C)C)C